CC=1C(CCC1B1OC(C(O1)(C)C)(C)C)=O 2-methyl-3-(tetramethyl-1,3,2-dioxaborolan-2-yl)cyclopent-2-en-1-one